NC=1C=C(C=CC1N1CCN(CC1)C)N1N=NC(=C1)C(=O)OC methyl 1-(3-amino-4-(4-methylpiperazin-1-yl) phenyl)-1H-1,2,3-triazole-4-carboxylate